NC=1C(=NC=C(C1)C1=CC=2C3=C(C=NC2C=C1)N(C(C31CCC1)=O)C)N1CC3(CN(C3)C(=O)OC(C)(C)C)C1 tert-Butyl 6-(3-amino-5-(3'-methyl-2'-oxo-2',3'-dihydrospiro[cyclobutane-1,1'-pyrrolo[2,3-c]quinolin]-8'-yl)pyridin-2-yl)-2,6-diazaspiro[3.3]heptane-2-carboxylate